2-methoxy-4-(4-methyl-1,3-dioxolan-2-yl)phenol COC1=C(C=CC(=C1)C1OCC(O1)C)O